ClC=1C=C(C=CC1)[C@@H]1[C@H](C1)C(=O)NC1=NC=CC(=C1)NCC=1N=C2N(C=C(C=C2CCNC)C2CC2)C1 (1S,2S)-2-(3-chlorophenyl)-N-(4-(((6-cyclopropyl-8-(2-(methylamino)ethyl)imidazo[1,2-a]pyridin-2-yl)methyl)amino)pyridin-2-yl)cyclopropane-1-carboxamide